C(C1=CC=CC=C1)N1C=CC2=C1N=CN=C2C2=CC=CC=C2 7-benzyl-4-phenyl-7H-pyrrolo[2,3-d]pyrimidine